FC(C1=CC2=C(NC(=N2)CN(CCCCN)C2CCCC=3C=CC=NC23)C=C1)(F)F N1-(5-trifluoromethyl-1H-benzoimidazol-2-ylmethyl)-N1-(5,6,7,8-tetrahydro-quinolin-8-yl)-butane-1,4-diamine